N-(2,6-dichlorophenyl)-5-fluoro-4-[3-(2-hydroxypropan-2-yl)-4-methyl-5-oxo-4,5-dihydro-1H-1,2,4-triazol-1-yl]-2-{[(2S)-1,1,1-trifluoropropan-2-yl]oxy}benzamide ClC1=C(C(=CC=C1)Cl)NC(C1=C(C=C(C(=C1)F)N1N=C(N(C1=O)C)C(C)(C)O)O[C@H](C(F)(F)F)C)=O